BrC1=C2C(=C3C(NC(C3=C1)=O)C1=C(C=CC(=C1)F)Cl)NC(=N2)C2=CC(=CC(=C2)C(F)(F)F)F 4-Bromo-8-(2-chloro-5-fluorophenyl)-2-(3-fluoro-5-trifluoromethylphenyl)-7,8-dihydroimidazo[4,5-e]isoindol-6-one